FC(C1=NN=C(S1)C1=CN=C2N1C=C(C=C2N2C[C@H](OC[C@@H]2C)COC)S(=O)(=O)NC2(COC2)C)F 3-(5-(difluoromethyl)-1,3,4-thiadiazol-2-yl)-8-((2S,5S)-2-(methoxymethyl)-5-methylmorpholino)-N-(3-methyloxetan-3-yl)imidazo[1,2-a]pyridine-6-sulfonamide